CC1=C(C=CC(=C1)C)CC(CO)NC(OC(C)(C)C)=O tert-butyl (1-(2,4-dimethylphenyl)-3-hydroxypropan-2-yl)carbamate